5-(3-(1-(tetrahydro-2H-pyran-4-yl)-1H-pyrazol-4-yl)phenyl)-1H-pyrazole-3-carboxylic acid O1CCC(CC1)N1N=CC(=C1)C=1C=C(C=CC1)C1=CC(=NN1)C(=O)O